(1S,2S)-2-fluoro-N-(6-(6-fluoro-5,7-bis(methylthio)-1H-indazol-4-yl)benzo[d]thiazol-2-yl)cyclopropane-1-carboxamide F[C@@H]1[C@@H](C1)C(=O)NC=1SC2=C(N1)C=CC(=C2)C2=C1C=NNC1=C(C(=C2SC)F)SC